N-[(2R)-1-Amino-3-hydroxy-1-oxopropan-2-yl]-5-(1-methyl-1H-pyrazol-3-yl)-6-[4-(trifluoromethyl)phenoxy]pyridine-3-carboxamide NC([C@@H](CO)NC(=O)C=1C=NC(=C(C1)C1=NN(C=C1)C)OC1=CC=C(C=C1)C(F)(F)F)=O